O[C@]1([C@H](O)[C@@H](O)[C@H](O)[C@H](O1)CO)C1=CC=CC=C1 (beta-D-glucopyranos-1-yl)-benzene